N-[(2S)-1-({(1S)-1-cyano-2-[(3S)-2-oxopiperidin-3-yl]ethyl}amino)-4-methyl-1-oxopentan-2-yl]-1-benzofuran-2-carboxamide C(#N)[C@H](C[C@H]1C(NCCC1)=O)NC([C@H](CC(C)C)NC(=O)C=1OC2=C(C1)C=CC=C2)=O